4-((5-((4-bromo-2-cyclopropyl-5-methylphenyl)amino)-1-methyl-1H-pyrazolo[4,3-b]pyridin-3-yl)oxy)-2,2-dimethylcyclohexane-1-carboxylic acid BrC1=CC(=C(C=C1C)NC1=CC=C2C(=N1)C(=NN2C)OC2CC(C(CC2)C(=O)O)(C)C)C2CC2